tert-butyl 7-acryloyl-2-(4-cyclobutylphenyl)-3,4,6,7,8,9-hexahydro-1,2a,5,7-tetraazabenzo[cd]azulene-5(5aH)-carboxylate C(C=C)(=O)N1CC2C=3N(C(=NC3CC1)C1=CC=C(C=C1)C1CCC1)CCN2C(=O)OC(C)(C)C